C(C)OC(=O)C1(CC(=NO1)C1=C(C=C(C(=C1)N1C(N(C(=CC1=O)C(F)(F)F)C)=O)F)Cl)C 3-{2-chloro-4-fluoro-5-[3-methyl-2,6-dioxo-4-(trifluoromethyl)-1,3-dihydro-1-pyrimidinyl]phenyl}-5-methyl-4,5-dihydro-5-isoxazolecarboxylic acid ethyl ester